ClC1=C(C=C(C=C1)N1CC2=CC(=CC=C2CC1)F)C(F)(F)F N-(4-Chloro-3-(trifluoromethyl)phenyl)-7-fluoro-3,4-dihydroisoquinoline